6-cyclopropoxy-N-[(4-{[(2,4-dimethoxyphenyl)methyl]amino}-1H,3H-furo[3,4-c]quinolin-7-yl)methyl]-N-(2-methanesulfonylpyridin-3-yl)pyridine-3-carboxamide C1(CC1)OC1=CC=C(C=N1)C(=O)N(C=1C(=NC=CC1)S(=O)(=O)C)CC=1C=CC=2C3=C(C(=NC2C1)NCC1=C(C=C(C=C1)OC)OC)COC3